O=C1C(=NC=CN1C1=CC(=CC=C1)F)C(=O)N 3-oxo-4-(3-fluorophenyl)-3,4-dihydropyrazine-2-carboxamide